ClC1=CC2=C(C=N1)C(=NN2CC2(CCCC2)CO)C#CC2CCN(CC2)C (1-((6-chloro-3-((1-methylpiperidin-4-yl)ethynyl)-1H-pyrazolo[4,3-c]pyridin-1-yl)methyl)cyclopentyl)methanol